C(C)(C)(C)C1=C(C(=C(C=O)C=C1)O)C 4-t-butyl-3-methyl-2-hydroxybenzaldehyde